CN(C1=CC=C(C=C1)C=CC(=O)C1C(OC(=CC1=O)C)=O)C 3-{3-[4-(dimethylamino)phenyl]prop-2-enoyl}-6-methyl-3,4-dihydro-2H-pyran-2,4-dione